NC1=NC=CC2=CC(=CC=C12)CC1=NC(=C(C=C1C=1C=NC=CC1)C(=O)N)NCC1CCN(CC1)C ((1-aminoisoquinolin-6-yl)methyl)-6-(((1-methylpiperidin-4-yl)methyl)amino)-[3,3'-bipyridine]-5-carboxamide